ClC1=CC=C(C=C1)S(=O)(=O)N1C=C(C=C1C=1C(=NC=CC1)F)CNC([2H])([2H])[2H] N-((1-((4-chlorophenyl)sulfonyl)-5-(2-fluoropyridin-3-yl)-1H-pyrrol-3-yl)methyl)methane-d3-amine